5-[(Z)-2-([2,3'-bipyridyl]-5'-yl)-2-fluorovinyl]-6-methylpyridine-3-carboxylic acid N1=C(C=CC=C1)C=1C=NC=C(C1)/C(=C/C=1C=C(C=NC1C)C(=O)O)/F